benzyl (S)-1-((R)-2-(methoxycarbonyl)aziridine-1-carbonyl)pyrrolidine-3-carboxylate COC(=O)C1[N@@](C1)C(=O)N1C[C@H](CC1)C(=O)OCC1=CC=CC=C1